(5-{[2-(4-chlorophenyl)imidazo[1,2-a]pyridin-3-yl]methyl}-2,5-diazabicyclo[2.2.2]oct-2-yl)-(2-methoxyphenyl)methanone ClC1=CC=C(C=C1)C=1N=C2N(C=CC=C2)C1CN1C2CN(C(C1)CC2)C(=O)C2=C(C=CC=C2)OC